C(C)OC(=O)N1C[C@H](CC1)N1N=C(C2=CC(=CC=C12)Br)COC1=C(C=CC=C1)CC(=O)OCC.O(C1=CC=CC=C1)C1=CC=C(C=C1)C(C)=O 1-(4-phenoxyphenyl)ethan-1-one (S)-ethyl-3-(5-bromo-3-((2-(2-ethoxy-2-oxoethyl)phenoxy)methyl)-1H-indazol-1-yl)pyrrolidine-1-carboxylate